C(C)(C)C1=C(NC2=CC=C(C=C12)C1=NN=C(N1)C1CCN(CC1)C(C)C)C1=CC(=NC=C1)C 3-isopropyl-5-(5-(1-isopropylpiperidin-4-yl)-4H-1,2,4-triazol-3-yl)-2-(2-methylpyridin-4-yl)-1H-indole